CN1C(=NC(=C1)C(F)(F)F)C1=CC=C(C=C1)C(O)C1=CNC2=C1N=C(N=C2)C=2N(N=CC2C(F)(F)F)C [4-[1-methyl-4-(trifluoromethyl)imidazol-2-yl]phenyl]-[2-[2-methyl-4-(trifluoromethyl)pyrazol-3-yl]-5H-pyrrolo[3,2-d]pyrimidin-7-yl]methanol